N-{(1S)-1-cyano-2-[(3S)-2-oxopyrrolidin-3-yl]ethyl}-4-methyl-N2-{[3-(trifluoromethyl)-1,2-oxazol-4-yl]carbonyl}-L-leucinamide C(#N)[C@H](C[C@H]1C(NCC1)=O)NC([C@@H](NC(=O)C=1C(=NOC1)C(F)(F)F)CC(C)(C)C)=O